OC=1C=C(NC1C(NC)=O)C(=O)OCC ethyl 4-hydroxy-5-(methylcarbamoyl)-1H-pyrrole-2-carboxylate